CC1(COB(OC1)C1=C(C=C(C=C1)C)N[C@H](C)C=1C=C(C=C2C(C(=C(OC12)N1CCC(CC1)(C)C)C)=O)C)C (R)-8-(1-((2-(5,5-dimethyl-1,3,2-dioxaborinan-2-yl)-5-methylphenyl)amino)ethyl)-2-(4,4-dimethylpiperidin-1-yl)-3,6-dimethyl-4H-chromen-4-one